4-(((1r,3R,5'S,7a'R)-5'-(4-fluorophenyl)-3'-oxotetrahydro-3'H-spiro[cyclobutane-1,2'-pyrrolo[2,1-b]oxazol]-3-yl)oxy)pyrrolo[2,1-f][1,2,4]triazine-7-carbonitrile FC1=CC=C(C=C1)[C@@H]1CC[C@H]2OC3(C(N21)=O)CC(C3)OC3=NC=NN2C3=CC=C2C#N